4-((4-(6-chlorohexyloxy)phenyl)diazenyl)-N-(2-(2,6-dioxopiperidin-3-yl)-1-oxoisoindol-4-yl)benzamide dimethyl-2,5-dioxan-1,4-dicarboxylate COC(=O)C1OCC(OC1)C(=O)OC.ClCCCCCCOC1=CC=C(C=C1)N=NC1=CC=C(C(=O)NC2=C3CN(C(C3=CC=C2)=O)C2C(NC(CC2)=O)=O)C=C1